N1=C(N=C(N=C1C1=C(C(=O)O)C=CC=C1)C1=C(C(=O)O)C=CC=C1)C1=C(C(=O)O)C=CC=C1 s-triazine-2,4,6-triyl-tribenzoic acid